FC(C=1C=C(CN(CCN2C(C(=CC=C2)O)C)CC#C)C=CC1)(F)F 1-(2-(3-trifluoromethylbenzyl-(propargyl)amino)ethyl)-2-methyl-3-hydroxypyridin